N-phenyl-bromoethylamine C1(=CC=CC=C1)NCCBr